C(N)(OCC=CC1=CC=CC=C1)=O cinnamyl carbamate